Cubane-1-carboxylic acid C12(C3C4C5C3C1C5C24)C(=O)O